6-(difluoromethoxy)-2-methylquinazoline-4-thiol FC(OC=1C=C2C(=NC(=NC2=CC1)C)S)F